C(CCCCCCCCCCC)CCO lauryl-monoethanol